N-(3-fluoro-5-formyl-4-hydroxybenzyl)-4-(pyrrolidin-1-yl)benzamide FC=1C=C(CNC(C2=CC=C(C=C2)N2CCCC2)=O)C=C(C1O)C=O